C(C1=CC=CC=C1)NC(=O)OCC1=CC=C(C=C1)C=1SC=C(N1)C(=O)N[C@@H](CO[Si](C)(C)C(C)(C)C)C(=O)OC methyl N-(2-(4-(((benzylcarbamoyl)oxy)methyl)phenyl)thiazole-4-carbonyl)-O-(tert-butyldimethylsilyl)-L-serinate